BrC1=CC=C(OCC(COCC#CC2CC2)O)C=C1 1-(4-bromophenoxy)-3-((3-cyclopropylprop-2-yn-1-yl)oxy)propan-2-ol